O[C@@H](C(=O)[O-])[C@H](C(=O)[O-])O.[Na+].[Na+] disodium (2r,3r)-2,3-dihydroxysuccinate